7-(((3aR,4R,5aR,6S,8aR)-4-(4-amino-7H-pyrrolo[2,3-d]pyrimidin-7-yl)-2,2-dimethylhexahydrocyclopenta[2,3]furo[3,4-d][1,3]dioxol-6-yl)oxy)-3-(difluoromethyl)quinolin-2-amine NC=1C2=C(N=CN1)N(C=C2)[C@@H]2O[C@H]1[C@]3(OC(O[C@H]32)(C)C)CC[C@@H]1OC1=CC=C3C=C(C(=NC3=C1)N)C(F)F